ClC1=C(NC(=C1Cl)C)C(=O)NC1=C(C=C(C=C1)C(=O)NN)N1CC(OC(C1)C)C 3,4-Dichloro-N-(2-(2,6-dimethylmorpholino)-4-(hydrazinecarbonyl)phenyl)-5-methyl-1H-pyrrole-2-carboxamide